CC1=NNC=C1 3-methylpyrazole